NC1CCN(CC1)C1=CC(=C(N=N1)C1=CC2=CN(N=C2C=C1)C)C1=CC(=C(C#N)C=C1)F 4-(6-(4-aminopiperidin-1-yl)-3-(2-methyl-2H-indazol-5-yl)pyridazin-4-yl)-2-fluorobenzonitrile